3-[(3-amino-2-fluoro-phenyl)methyl]-8-fluoro-7-hydroxy-4-methyl-chromen-2-one NC=1C(=C(C=CC1)CC=1C(OC2=C(C(=CC=C2C1C)O)F)=O)F